O.C(C(=O)[O-])(=O)[O-].[K+].[K+] Potassium Oxalate Monohydrate